C(C1=CC=CC=C1)OC=1C=C(C=CC1)[C@@H]1C2(C3=CC=CC=C3C1)CCC(CC2)(C(=O)O)NC2=CC(=CC=C2)Cl (1r,2'R,4R)-2'-[3-(benzyloxy)phenyl]-4-(3-chloroanilino)-2',3'-dihydrospiro[cyclohexane-1,1'-indene]-4-carboxylic acid